FC(C(=O)N[C@@H]1[C@H](N(CC1)C=1C=C2C=NN(C2=CC1)C1=CC=C(C=C1)F)C1=CC=CC=C1)(C)F 2,2-difluoro-N-((2R,3S)-1-(1-(4-fluorophenyl)-1H-indazol-5-yl)-2-phenylpyrrolidin-3-yl)propanamid